5-(2-((R or S)-3-(2-ethoxy-1,1,1,3,3,3-hexafluoropropan-2-yl)-3-(2-(thiophen-2-yl)ethyl) pyrrolidin-1-yl)butan-2-yl)-2-methyl-pyridinecitrate C(C)OC(C(F)(F)F)(C(F)(F)F)[C@]1(CN(CC1)C(C)(CC)C=1C=CC(NC1)(C(C(CC(=O)[O-])(O)C(=O)[O-])C(=O)[O-])C)CCC=1SC=CC1 |o1:12|